ClC=1C2=C(N=CN1)C=NC(=N2)O[C@@H]2CN(CC2)C(=O)OC(C)(C)C tert-butyl (3S)-3-(4-chloropyrimido[5,4-d]pyrimidin-6-yl)oxypyrrolidine-1-carboxylate